[N+](=O)([O-])[13C]1=[13CH][13CH]=[13CH][13CH]=[13CH]1 nitrobenzene-13C6